NC=1C2=C(N=CN1)N(C=C2)[C@@H]2[C@@H]1[C@]([C@@H]3[C@H]2OC(O3)(C)C)(C1)CCC1=CC=C3C=C(C(=NC3=C1)N)Cl 7-(2-((3aR,3bR,4aS,5R,5aS)-5-(4-Amino-7H-pyrrolo[2,3-d]pyrimidin-7-yl)-2,2-dimethyltetrahydrocyclopropa[3,4]cyclopenta[1,2-d][1,3]dioxol-3b(3aH)-yl)ethyl)-3-chloroquinolin-2-amine